BrC=1SC(=CN1)C(=O)NC1=C(C=CC=C1C)Cl 2-bromo-N-(2-chloro-6-methylphenyl)thiazole-5-carboxamide